2,7-dichloro-8-fluoro-4-(3-methylsulfonylazepin-1-yl)pyrido[4,3-d]Pyrimidine ClC=1N=C(C2=C(N1)C(=C(N=C2)Cl)F)N2C=C(C=CC=C2)S(=O)(=O)C